C(C)C1(NC(N(C(C1)=O)[C@H](CCOC)C=1C=C(C(=O)NC2C(C(OC3=CC=CC=C23)(C)C)(C)O)C=CC1)=N)CC 3-[(1R)-1-(4,4-diethyl-2-imino-6-oxo-hexahydropyrimidin-1-yl)-3-methoxy-propyl]-N-(3-hydroxy-2,2,3-trimethyl-chroman-4-yl)benzamide